C(C)(=O)OCCC(CO)=C 4-acetoxy-2-methylenebutan-1-oL